C(C)(C)(C)OC(=O)NC=1C=C(C=NC1)C(COC)NC(OC(C)(C)C)=O tert-butyl (1-(5-((tert-butoxycarbonyl)amino)pyridin-3-yl)-2-methoxyethyl)carbamate